NC1=C(C=CC=C1)NC(C1=CC=C(C=C1)CNC(=O)OCC=1C=NC=CC1)=O N-(2-Aminophenyl)-4-[N-(pyridine-3-yl-methoxycarbonyl)-amino-methyl]-benzamide